(+/-)-1-(2-tert-butyl-1-cyclohexyloxy)-2-butanol C(C)(C)(C)C1C(CCCC1)OCC(CC)O